CCCCC/C=C/C(=O)C The molecule is an enone that is (E)-3-nonene in which the two methylene hydrogens at position 2 have been replaced by an oxo group. It has a role as an EC 2.5.1.18 (glutathione transferase) inhibitor and a fumigant.